ClC1=NC=CC(=C1)C1(CC(C1)C)C(=O)NNC(=S)NC 1-((1-(2-Chloropyridin-4-yl)-3-methylcyclobutylcarbonyl)amino)-3-methylthiourea